OC(CO[N@+]1(CC=CC=C1)[O-])CN1CCCCC1 (Z)-(S)-N-[2-hydroxy-3-(1-piperidinyl)-propoxy]-pyridin-1-oxide